O1CC(C1)NCC1NCC2=CC=CC=C12 ((oxetan-3-ylamino)methyl)isoindolin